C(C1=CC=CC=C1)OC1=C(C(=CC(=C1)CCC)OCC1=CC=CC=C1)C1=C2CC(NC2=CC=C1C)=O 4-(2,6-Bis(benzyloxy)-4-propylphenyl)-5-methylindolin-2-one